C(#C)C1=C2C(=CC(=CC2=CC=C1F)O)C1=C(C=2N=C(N=C(C2C=N1)N1CCOCCC1)OCC12CCCN2CC(C1)SC)F 5-ethynyl-6-fluoro-4-(8-fluoro-2-((2-(methyl-thio)tetrahydro-1H-pyrrolizin-7a(5H)-yl)methoxy)-4-(1,4-oxazepan-4-yl)pyrido[4,3-d]pyrimidin-7-yl)naphthalen-2-ol